C(C)C(COC(C1=C(C=CC=C1)NC1=NC(=NC(=N1)NC1=CC=C(C=C1)C(=O)NC(C)(C)C)NC1=C(C(=O)OCC(CCCC)CC)C=CC=C1)=O)CCCC 4'-[[6-[[4-[[(1,1-dimethylethyl)amino]carbonyl]phenyl]amino]-1,3,5-triazin-2,4-diyl]diimino]bis-benzoic acid-bis(2-ethylhexyl)ester